rac-tert-butyl-[diphenyl(pyrrolidin-2-yl)methoxy]-dimethyl-silane C(C)(C)(C)[Si](C)(C)OC([C@@H]1NCCC1)(C1=CC=CC=C1)C1=CC=CC=C1 |r|